[Br-].C(CCCCCCCCCCCCCCCCC)[N+](C)(C)CCCCCCCCCCCCCCCCCC dioctadecyldi-methylammonium bromide